O1C(=CC2=C1C=CC=C2)C(CC(C(=O)OCC)=O)=O ethyl 4-(2-benzofuranyl)-2,4-dioxobutyrate